N-((S)-1-(2-((1R,2R)-1-amino-2-((1,1,1-trifluoro-2-methylpropan-2-yl)oxy)propyl)-1H-benzo[d]imidazol-5-yl)-2-cyclopropoxyethyl)-2-((s)-2,2-difluorocyclopropyl)acetamide N[C@@H]([C@@H](C)OC(C(F)(F)F)(C)C)C1=NC2=C(N1)C=CC(=C2)[C@@H](COC2CC2)NC(C[C@@H]2C(C2)(F)F)=O